CC1=NN=C2N1CCNC2 3-methyl-5H,6H,7H,8H-[1,2,4]triazolo[4,3-a]pyrazine